CC1(CC1)CC=1NC(=NN1)C1=CC=C(C=C1)C1CN(C1)C(=O)N1C[C@H](CC1)C1=NN=CN1 [3-[4-[5-[(1-Methyl-cyclopropyl)methyl]-4H-1,2,4-triazol-3-yl]phenyl]azetidin-1-yl]-[(3S)-3-(4H-1,2,4-triazol-3-yl)pyrrolidin-1-yl]methanone